Trans-(2R,4r)-6-(7-(8-ethyl-7-fluoro-3-hydroxynaphthalen-1-yl)-6,8-difluoro-2-(((2R,7aS)-2-fluorohexahydro-1H-pyrrolizin-7a-yl)methoxy)quinazolin-4-yl)-6-azaspiro[3.5]nonan-2-ol C(C)C=1C(=CC=C2C=C(C=C(C12)C1=C(C=C2C(=NC(=NC2=C1F)OC[C@]12CCCN2C[C@@H](C1)F)N1CC2(CC(C2)O)CCC1)F)O)F